C(#C)C1=C(C2=CN(N=C2C=C1F)C)F 5-ethynyl-4,6-difluoro-2-methylindazole